3,3'-diaminodiphenylsulfone C1=CC(=CC(=C1)S(=O)(=O)C2=CC=CC(=C2)N)N